1,2-dihydro-cyclopenta[b]chromene C1CC=C2OC=3C=CC=CC3C=C21